methyl 5-sulfanylbenzothiophene-2-carboxylate SC=1C=CC2=C(C=C(S2)C(=O)OC)C1